N(=[N+]=[N-])CC(COS(=O)(=O)O)(C)S(=O)(=O)C1(CC1)CN1C(C2=C(CC1)C=NN2C)=O 6-((1-((1-Azido-2-methyl-3-(sulfooxy)propan-2-yl)sulfonyl)cyclopropyl)methyl)-1-methyl-7-oxo-4,5,6,7-tetrahydro-1H-pyrazolo[3,4-c]pyridine